3-(3-carboxyphenylaminocarbonyl)-2,5-dihydroxybenzoic acid C(=O)(O)C=1C=C(C=CC1)NC(=O)C=1C(=C(C(=O)O)C=C(C1)O)O